5-bromo-1-(2,6-dichlorobenzoyl)-3-[2,6-difluoro-3-[[isopropyl(methyl)sulfamoyl]amino]benzoyl]pyrrolo[2,3-b]pyridine BrC=1C=C2C(=NC1)N(C=C2C(C2=C(C(=CC=C2F)NS(N(C)C(C)C)(=O)=O)F)=O)C(C2=C(C=CC=C2Cl)Cl)=O